C1(CC1)S(=O)(=O)NC=1SC=C(N1)C(C(=O)NC1=CC=C(C=N1)C=1C=NC=C(C1)C(F)(F)F)(C)C 2-(2-(cyclopropanesulfonylamino)thiazol-4-yl)-2-methyl-N-(5'-(trifluoromethyl)-[3,3'-bipyridin]-6-yl)propanamide